The molecule is a secondary alcohol and a secondary amine. It has a role as an antihypertensive agent, a beta-adrenergic antagonist, an anti-arrhythmia drug and a sympatholytic agent. CC(C)NCC(COC1=CC=C(C=C1)COCCOC(C)C)O